OCCOC1=CC(=NC=C1)C=1N=C(C2=C(N1)CCC2)N(CC(=O)NC=2C=NN(C2)C)C 2-({2-[4-(2-hydroxyethoxy)pyridin-2-yl]-5H,6H,7H-cyclopenta[d]pyrimidin-4-yl}(methyl)amino)-N-(1-methyl-1H-pyrazol-4-yl)acetamide